C(C)C1OCC(C(C(CC(CC(CNC(C(C1(C)O)O)C)C)(C)O)C)O[C@H]1C[C@@](OC)([C@@H](O)[C@@H](O1)C)C)C 2-ethyl-3,4,10-trihydroxy-13-[(2,6-dideoxy-3-C-methyl-3-O-methyl-alpha-L-ribo-hexopyranosyl)oxy]-3,5,8,10,12,14-hexamethyl-1-oxa-6-azacyclopentadecane